6-(dimethylcarbamoyl)-2-methyl-1-(methylsulfonyl)-1H-benzo[d]imidazol-4-yl acetate C(C)(=O)OC1=CC(=CC=2N(C(=NC21)C)S(=O)(=O)C)C(N(C)C)=O